FC=1C(=C(C=C(C1)C(C)(C)OC)[C@H](C(=O)O)N1C[C@@H](CC1)N(CCCCCC1=NC=2NCCCC2C=C1)CC(C)C)OC (R)-2-(3-fluoro-2-methoxy-5-(2-methoxypropan-2-yl)phenyl)-2-((R)-3-(isobutyl(5-(5,6,7,8-tetrahydro-1,8-naphthyridin-2-yl)pentyl)amino)pyrrolidin-1-yl)acetic acid